COC=1C=C(C=C(C1OC)OC)C(C#C)(O)C1=CC(=C(C(=C1)OC)OC)OC 1,1-bis(3,4,5-trimethoxyphenyl)prop-2-yn-1-ol